N-(2-(benzylamino)pyrimidin-4-yl)-3-nitrobenzenesulfonamide C(C1=CC=CC=C1)NC1=NC=CC(=N1)NS(=O)(=O)C1=CC(=CC=C1)[N+](=O)[O-]